OC1=C(C(=C(C=C1)C1=CC(=CC=C1)C(=O)O)O)C(=O)O dihydroxybiphenyl-3,3'-dicarboxylic acid